O[C@H]1CN(C[C@H](C1)NC)C(=O)OC(C)(C)C |r| rac-tert-butyl (3R,5S)-3-hydroxy-5-(methylamino)piperidine-1-carboxylate